N1N=NC(=C1)C1(CC1)NC(OC(C)(C)C)=O tert-Butyl (1-(1H-1,2,3-triazol-4-yl)cyclopropyl)carbamate